3-bromo-N-(4-methoxybenzyl)-N-methyl-4-((4-(pentafluoro-λ6-sulfanyl)benzyl)amino)benzenesulfonamide BrC=1C=C(C=CC1NCC1=CC=C(C=C1)S(F)(F)(F)(F)F)S(=O)(=O)N(C)CC1=CC=C(C=C1)OC